1-(bicyclo[1.1.1]pentan-1-yl)-N-ethyl-2-(2-fluoro-3,4-dihydroxy-5-methoxyphenyl)-1H-benzo[d]imidazole-6-carboxamide C12(CC(C1)C2)N2C(=NC1=C2C=C(C=C1)C(=O)NCC)C1=C(C(=C(C(=C1)OC)O)O)F